1-dodecyl-3-butylimidazole C(CCCCCCCCCCC)N1CN(C=C1)CCCC